2,4-bis(trichloromethyl)-6-[2-(3,5-dimethoxyphenyl)vinyl]s-triazine ClC(C1=NC(=NC(=N1)C(Cl)(Cl)Cl)C=CC1=CC(=CC(=C1)OC)OC)(Cl)Cl